(4-chlorophenyl)-2-(2-methylphenyl)thiazole-4-hydrazide ClC1=CC=C(C=C1)C1=C(N=C(S1)C1=C(C=CC=C1)C)C(=O)NN